C12C(CC(C=C1)C2)CO bicyclo[2.2.1]hept-5-ene-2-methanol